AZAINDOL N1N=CC2=CC=CC=C12